C1COC2=CC=CCC21 tetrahydrobenzofuran